1-benzyl-2-hydroxy-1-methyl-guanidine C(C1=CC=CC=C1)N(C(=NO)N)C